C1(CC1)S(=O)(=O)N1C[C@@H](N([C@@H](C1)C)C(C(F)(F)C=1C=C(C(=O)NC2=CC(=C(C=C2)F)C)C=CC1F)=O)C 3-(2-((2S,6R)-4-(cyclopropylsulfonyl)-2,6-dimethylpiperazin-1-yl)-1,1-difluoro-2-oxoethyl)-4-fluoro-N-(4-fluoro-3-methylphenyl)benzamide